C(C)(C)(C)OC(=O)N1CCN(CC1)CCCO 4-(3-hydroxypropyl)piperazine-1-carboxylic acid tert-butyl ester